({4-[2-(3-hydroxy-3-methylazetidinyl)-2-oxoethyl]phenyl}amino)-N-[(4-methoxyphenyl)methyl]carboxamide OC1(CN(C1)C(CC1=CC=C(C=C1)NC(=O)NCC1=CC=C(C=C1)OC)=O)C